C/C(/C(=O)OC)=C\C methyl (2E)-2-methyl-2-butenoate